CN(N=O)C1=C(C=CC=C1)C(C1=C(C=C(C=C1C)C)C)=O N-methyl-N-(2-(2,4,6-trimethylbenzoyl)phenyl)nitrosamide